C([C@@H]([C@@H](C(=O)CO)O)O)OP(=O)([O-])[O-] The molecule is a doubly-charged organophosphate oxoanion arising from deprotonation of the phosphate OH groups of L-ribulose 5-phosphate; major species at pH 7.3. It has a role as a fundamental metabolite. It is a conjugate base of a L-ribulose 5-phosphate.